O(CCN1CCCC1)CCN1CCCC1 Oxybis(ethan-2,1-diyl)dipyrrolidin